FC1=CC(=CC2=CC=3C[C@@](CCC3N=C12)(C(C)C)F)C(=O)N[C@H](CCN1[C@@H](CCC[C@@H]1C)C)C=1C=NC(=CC1)C1=CN=NC=C1 |r| rac-(7S)-4,7-difluoro-7-isopropyl-N-[rac-(1R)-1-(6-pyridazin-4-yl-3-pyridyl)-3-[rac-(2R,6S)-2,6-dimethyl-1-piperidyl]propyl]-6,8-dihydro-5H-acridine-2-carboxamide